C(C)(C)O[Ge](OC(C)C)(OC(C)C)OC(C)C tetraisopropoxygermanium